1-(6-(5-(((4-cyclobutyl-1,3,5-triazin-2-yl) oxy) methyl)-1-methyl-1H-1,2,3-triazol-4-yl)-2-ethylpyridin-3-yl) acetate C(C)(=O)OC=1C(=NC(=CC1)C=1N=NN(C1COC1=NC=NC(=N1)C1CCC1)C)CC